(4s,5r)-4-(benzyloxymethyl)-5-(2-chlorophenyl)-2,2-dimethyl-1,3-dioxolane C(C1=CC=CC=C1)OC[C@@H]1OC(O[C@@H]1C1=C(C=CC=C1)Cl)(C)C